3,5-bis(trifluoromethyl)benzylamine hydrochloride Cl.FC(C=1C=C(CN)C=C(C1)C(F)(F)F)(F)F